5-(4-chlorobenzylidene)barbituric acid ClC1=CC=C(C=C2C(NC(NC2=O)=O)=O)C=C1